4-Fluoro-1-methoxy-2-(trifluoromethoxy)benzene FC1=CC(=C(C=C1)OC)OC(F)(F)F